CC1OC(C=2C(=C3C4=C(C(OC3=CC2CCCCC)(C)C)C=CC(=C4)C)O1)=O 2,8,8,11-tetramethyl-5-pentyl-4H,8H-benzo[c][1,3]dioxino[4,5-f]chromen-4-one